(+)-L-ascorbate O=C1C(O)=C([O-])[C@H](O1)[C@@H](O)CO